tridecyl 4-hydroxy-3,5-di-tert-butyl-phenylpropionate OC1=C(C=C(C=C1C(C)(C)C)C(C(=O)OCCCCCCCCCCCCC)C)C(C)(C)C